(2-fluoro-5-(methoxymethoxy)phenyl)boronic acid FC1=C(C=C(C=C1)OCOC)B(O)O